C[C@H](CCC#C)NC(OC(C)(C)C)=O tert-butyl (R)-hex-5-yn-2-ylcarbamate